1,3,5-tribenzyl-hexahydro-1,3,5-triazine C(C1=CC=CC=C1)N1CN(CN(C1)CC1=CC=CC=C1)CC1=CC=CC=C1